N1=C(C=CC=C1)NC(=O)C=1SC=CC1 N-pyridinyl-thiophenecarboxamide